(2-fluorobenzyl)phosphonium bromide [Br-].FC1=C(C[PH3+])C=CC=C1